N-(2-fluoro-4-methylphenyl)-2-(4-(trifluoromethoxy)phenyl)acetamide FC1=C(C=CC(=C1)C)NC(CC1=CC=C(C=C1)OC(F)(F)F)=O